BrC1=NC=CN=C1CBr 2-bromo-3-(bromomethyl)pyrazine